C(C=C)ON[C@@H]1C(=C[C@@H](NC1)C(=O)N)C (2R,5R)-5-(allyloxyamino)-4-methyl-1,2,5,6-tetrahydropyridine-2-carboxamide